(S)-2-((S)-7-(tert-butoxycarbonyl)-4-oxo-1-oxa-3,7-diazaspiro[4.4]nonan-3-yl)-3-methylbutanoic acid C(C)(C)(C)OC(=O)N1C[C@]2(C(N(CO2)[C@H](C(=O)O)C(C)C)=O)CC1